pentyl-α-methylstyrene C(CCCC)C=C(C1=CC=CC=C1)C